Tert-Butyl trans-3-(phenylsulfonyl)-4-(4-(trifluoromethyl)benzyloxy)pyrrolidine-1-carboxylate C1(=CC=CC=C1)S(=O)(=O)[C@@H]1CN(C[C@H]1OCC1=CC=C(C=C1)C(F)(F)F)C(=O)OC(C)(C)C